1,4,7-trioxa-10,13-diazacyclopentadecane O1CCOCCOCCNCCNCC1